5,5-diallyl-3-(t-butyldimethylsilyl)oxazolidin-2-one C(C=C)C1(CN(C(O1)=O)[Si](C)(C)C(C)(C)C)CC=C